2-Fluoro-5-((6-fluoro-4-(methylthio)-1-tosyl-1H-indol-5-yl)oxy)aniline FC1=C(N)C=C(C=C1)OC=1C(=C2C=CN(C2=CC1F)S(=O)(=O)C1=CC=C(C)C=C1)SC